(R)-N4-(1-(3-amino-5-(trifluoromethyl)phenyl)ethyl)-N6-(5-(2-(dimethylamino)ethyl)-6-methoxypyridin-3-yl)-N6,2-dimethylquinazoline-4,6-diamine formate C(=O)O.NC=1C=C(C=C(C1)C(F)(F)F)[C@@H](C)NC1=NC(=NC2=CC=C(C=C12)N(C)C=1C=NC(=C(C1)CCN(C)C)OC)C